FC1=C(OCC(=O)N2CCN(CC2)CCNC2=CC3=C(N=NN(C3=O)C3C(NC(CC3)=O)=O)C=C2)C(=CC=C1F)C=1N=C(SC1)N1CCOCC1 3-(6-((2-(4-(2-(2,3-difluoro-6-(2-morpholinothiazol-4-yl)phenoxy)acetyl)piperazin-1-yl)ethyl)amino)-4-oxobenzo[d][1,2,3]triazin-3(4H)-yl)piperidine-2,6-dione